(3R)-3-amino-5-[(4-chlorophenyl)methyl]-1,1-dioxo-7-(5-phenyl-1,3,4-oxadiazol-2-yl)-2,3-dihydro-1λ6,5-benzothiazepin-4-one N[C@H]1CS(C2=C(N(C1=O)CC1=CC=C(C=C1)Cl)C=C(C=C2)C=2OC(=NN2)C2=CC=CC=C2)(=O)=O